bisphenol diisocyanate [N-]=C=O.[N-]=C=O.C1(=CC=CC=C1)O.C1(=CC=CC=C1)O